FC(C1=NC(=NO1)C=1C=CC(=NC1)CNC=1C(C(C1NCCC(F)(F)F)=O)=O)(F)F 3-(((5-(5-(trifluoromethyl)-1,2,4-oxadiazol-3-yl)pyridin-2-yl)methyl)amino)-4-((3,3,3-trifluoropropyl)amino)cyclobut-3-ene-1,2-dione